N,N-dimethylethan-1-amine CN(CC)C